BrC=1C=2C(C3=C(NC2N=CC1I)CC(CC3=O)(C)C)(C)C3=CC(=CC=C3)O 4-bromo-5-(3-hydroxyphenyl)-3-iodo-5,8,8-trimethyl-9,10-dihydro-7H-benzo[b][1,8]naphthyridin-6-one